COCCOC1=NC(=NC=C1C(F)(F)F)SC 4-(2-methoxyethoxy)-2-methylsulfanyl-5-(trifluoromethyl)pyrimidine